5-((3-methylphenyl)sulfanyl)-6-(4-(pyrrolidin-1-yl)piperazin-1-yl)nicotinic acid CC=1C=C(C=CC1)SC=1C(=NC=C(C(=O)O)C1)N1CCN(CC1)N1CCCC1